N1(CCOCC1)C1=NC=CC=N1 (morpholin-4-yl)-pyrimidine